COC(CCC(=O)C=1SC=C(C1)C1=CN(C2=CC=C(C=C12)F)C(=O)OC(C)(C)C)=O 4-(4-(5-fluoro-1-Boc-1H-indol-3-yl)thiophen-2-yl)-4-oxobutyric acid methyl ester